3-(2-chloro-3-fluorophenyl)-4-(4-methoxybenzyl)-5-oxo-morpholine-2-carboxylic acid ClC1=C(C=CC=C1F)C1N(C(COC1C(=O)O)=O)CC1=CC=C(C=C1)OC